butoxydi(2-methylpropyl)aluminum C(CCC)O[Al](CC(C)C)CC(C)C